4-((5-([1,2,4]triazolo[4,3-a]pyridin-6-yl)-7H-pyrrolo[2,3-d]pyrimidin-2-yl)amino)-1-methylcyclohexan-1-ol N=1N=CN2C1C=CC(=C2)C2=CNC=1N=C(N=CC12)NC1CCC(CC1)(O)C